C(C)(C)(C)[Si](C)(C)OCC(COC1=NN(C(=C1[N+](=O)[O-])C)C=1C(=NC=C(C1)C)OC)F tert-butyl-[2-fluoro-3-[1-(2-methoxy-5-methyl-3-pyridyl)-5-methyl-4-nitro-pyrazol-3-yl]oxy-propoxy]-dimethyl-silane